C(C)(=O)N1CCC(CC1)C1=C(C(=CC(=C1)F)N)C1=C(C=C(C(=C1)Cl)C(=O)NC1=CC(=NC=C1)C(F)(F)F)F 2'-(1-acetylpiperidin-4-yl)-6'-amino-5-chloro-2,4'-difluoro-N-(2-(trifluoromethyl)pyridin-4-yl)-[1,1'-biphenyl]-4-carboxamide